BrC=1C(=C(OC2CCC(CC2)CC\C=N\[S@@](=O)C(C)(C)C)C=CC1)C (S)-N-((E)-3-((1r,4R)-4-(3-bromo-2-methylphenoxy)cyclohexyl)propylidene)-2-methylpropane-2-sulfinamide